Benzyl ((1-benzyl-2,2-dioxido-3,4-dihydro-1H-benzo[c][1,2]thiazin-4-yl)methyl)(methyl)carbamate C(C1=CC=CC=C1)N1S(CC(C2=C1C=CC=C2)CN(C(OCC2=CC=CC=C2)=O)C)(=O)=O